4-isopropylpicolinimidamide C(C)(C)C1=CC(=NC=C1)C(N)=N